N-(5-bromopyridin-2-yl)-2-oxooxazolidine-3-sulfonamide BrC=1C=CC(=NC1)NS(=O)(=O)N1C(OCC1)=O